(2-amino-[1,2,4]triazolo[1,5-a]pyridin-7-yl)-6-chloro-N-(3-(4-chloro-2-fluorophenyl)-2,2-difluoro-3-hydroxypropyl)-2-fluorobenzamide NC1=NN2C(C=C(C=C2)C=2C(=C(C(=O)NCC(C(O)C3=C(C=C(C=C3)Cl)F)(F)F)C(=CC2)Cl)F)=N1